FC(C)(F)C=1C=CC(=NC1)COC1=CC=CC(=N1)C1=CC(=C(CC2=NC3=C(N2[C@@H]2COCC2(C)C)C=C(C=C3)C(=O)O)C=C1F)F (S)-2-(4-(6-((5-(1,1-difluoroethyl)pyridin-2-yl)methoxy)pyridin-2-yl)-2,5-difluorobenzyl)-1-(4,4-dimethyltetrahydrofuran-3-yl)-1H-benzo[d]imidazole-6-carboxylic acid